S(=O)(=O)(O)O.OCCS(=O)(=O)C1=CC=C(N)C=C1 p-β-hydroxyethylsulfonyl-aniline sulfate